BrC1=C(C(=NC=C1)N)N bromopyridinediamine